CN1C(N(CC1)CC1CCN(CC1)C1=NC=NC=2NC3=CC(=CC=C3C21)N2CCN(CC2)CC2CCN(CC2)C2=CC=C(C=C2)N2C(NC(CC2)=O)=O)=O 1-(4-(4-((4-(4-(4-((3-methyl-2-oxoimidazolidin-1-yl)methyl)piperidin-1-yl)-9H-pyrimido[4,5-b]indol-7-yl)piperazin-1-yl)methyl)piperidin-1-yl)phenyl)dihydropyrimidine-2,4(1H,3H)-dione